C(CCCCCCCCCCCCCCCCCCCCCCCCCCCCCCCCC)OC(C(C(F)(F)F)(F)F)=O.C(C)C1(C(NC(C1)CCN1CCN(CC1)C1=C(C=C(C=C1)C)N1CCOCC1)=O)CC 3,3-diethyl-5-(2-(4-(4-methyl-2-morpholinophenyl)piperazin-1-yl)ethyl)pyrrolidin-2-one Tetratriacontyl-pentafluoropropionate